(1S,4s)-4-(2-(((R)-2-(3-Fluorophenyl)-2-hydroxyethyl)amino)-2-methylpropyl)cyclohexane FC=1C=C(C=CC1)[C@H](CNC(CC1CCCCC1)(C)C)O